4-(4-((benzo[c][1,2,5]oxadiazol-5-ylmethyl)amino)-8-fluoro-2-(((2r,7as)-2-fluorohexahydro-1H-pyrrolizin-7a-yl)methoxy)pyrido[4,3-d]pyrimidin-7-yl)-5-ethyl-6-fluoronaphthalen-2-ol N=1ON=C2C1C=CC(=C2)CNC=2C1=C(N=C(N2)OC[C@]23CCCN3C[C@@H](C2)F)C(=C(N=C1)C1=CC(=CC2=CC=C(C(=C12)CC)F)O)F